1-(3-bromophenyl)-1-cyclobutylbutan-2-one BrC=1C=C(C=CC1)C(C(CC)=O)C1CCC1